ClC1=C(C=CC(=C1)O)C1=C(N=C2N(C1=O)C=CC(=C2)OC)C(F)(F)F 3-(2-Chloro-4-hydroxyphenyl)-8-methoxy-2-(trifluoromethyl)-4H-pyrido[1,2-a]pyrimidin-4-one